C1(=CC(=CC=C1)C1=NC(=CC(=N1)C1=C(C=CC=C1)C=1C=C2C=3C=CC(=CC3C3(C2=CC1)CCCCC3)C#N)C3=CC=CC=C3)C3=CC=CC=C3 6'-(2-(2-([1,1'-biphenyl]-3-yl)-6-phenylpyrimidin-4-yl)phenyl)spiro[cyclohexane-1,9'-fluorene]-2'-carbonitrile